6,7-bis(2-methoxylethoxy)quinazolin-4(3H)-one O(C)CCOC=1C=C2C(NC=NC2=CC1OCCOC)=O